2,6-bis(2,4-difluorophenyl)-4-(dimethylamino)pyridine FC1=C(C=CC(=C1)F)C1=NC(=CC(=C1)N(C)C)C1=C(C=C(C=C1)F)F